(2,2,5-trimethyl-1,3-dioxan-5-yl)methanol CC1(OCC(CO1)(C)CO)C